C(C(C)C)(=O)N[C@H](C(=O)C12C(NCC2C1(C)C)C(=O)N)C(C)(C)C ((S)-2-isobutyramido-3,3-dimethylbutanoyl)-6,6-dimethyl-3-azabicyclo[3.1.0]hexane-2-carboxamide